6-(5-(2-Chloro-7-ethoxyquinolin-3-yl)-3-(4-iodophenyl)-4,5-dihydro-1H-pyrazol-1-yl)-6-oxohexanoic acid ClC1=NC2=CC(=CC=C2C=C1C1CC(=NN1C(CCCCC(=O)O)=O)C1=CC=C(C=C1)I)OCC